COC(=O)[C@@H]1C[C@@H](C1)O (cis)-3-hydroxycyclobutane-1-carboxylic acid methyl ester